C12NCC(C1N1C(=CC=3C(=NC=4C(=C(N=CC4C31)N3CCC1=CC=CC=C31)F)O[C@@H](C)[C@H]3N(CCC3)C)C)C2 1-((endo)-2-azabicyclo[2.1.1]hexan-5-yl)-6-fluoro-7-(indolin-1-yl)-2-methyl-4-((S)-1-((S)-1-methylpyrrolidin-2-yl)ethoxy)-1H-pyrrolo[3,2-c][1,6]naphthyridine